2-chloro-N4-(3-(pyridin-2-yl)benzyl)quinolin-3,4-diamine ClC1=NC2=CC=CC=C2C(=C1N)NCC1=CC(=CC=C1)C1=NC=CC=C1